FC(C1=NC=CC(=C1)C=1C=NNC1)(F)F 4-[2-(trifluoromethyl)-4-pyridyl]pyrazol